tert-butyl 2-[5-[[4-[5-(1,5-dimethyl-6-oxo-3-pyridyl)-6-ethyl-2-pyridyl]piperazin-1-yl]methyl]pyrimidin-2-yl]-5-oxa-2,8-diazaspiro[3.5]nonane-8-carboxylate CN1C=C(C=C(C1=O)C)C=1C=CC(=NC1CC)N1CCN(CC1)CC=1C=NC(=NC1)N1CC2(C1)OCCN(C2)C(=O)OC(C)(C)C